4-amino-7-cyclopentyl-N-(4-(methoxymethyl)phenyl)-7H-pyrrolo[2,3-d]pyrimidine-5-carboxamide NC=1C2=C(N=CN1)N(C=C2C(=O)NC2=CC=C(C=C2)COC)C2CCCC2